C(=C)N1C(C(CC1)=O)=O Vinyl-pyrrolidonone